(Z)-1-(2-chloro-4-(1-(4-(trifluoromethyl)phenyl)-1H-1,2,4-triazol-3-yl)phenyl)-3-(3-(2-(1-methoxyethyl)-5-methylphenyl)-4-oxothiazolidin-2-ylidene)urea ClC1=C(C=CC(=C1)C1=NN(C=N1)C1=CC=C(C=C1)C(F)(F)F)NC(=O)\N=C\1/SCC(N1C1=C(C=CC(=C1)C)C(C)OC)=O